Thiaproline N1[C@@H](CSC1)C(=O)O